copper (I) trifluoromethyl-(1,10-phenanthroline) FC(F)(F)C1=NC2=C3N=CC=CC3=CC=C2C=C1.[Cu+]